CC1C(CCCC1)C(COCCC)(COCCC)CCC(Br)(Cl)Cl 2-(2-methylcyclohexyl)-2-(3,3-dichloro-3-bromo-propyl)-1,3-dipropoxypropane